N-butyl-N-pentylmethylaniline C(CCC)N(C1=C(C=CC=C1)C)CCCCC